CC1(CO)CC=C(C=C1)C p-dimethyl-benzyl alcohol